tert-butyl 6-(2,2,2-trifluoroethoxy)-2H-pyrazolo[3,4-b]pyridine-3-carboxylate FC(COC=1C=CC=2C(N1)=NNC2C(=O)OC(C)(C)C)(F)F